P(=O)(O)(O)O.OP(O)(=O)OP(=O)(O)O diphosphate (hydrogen phosphate)